BrC=1C=C(C=CC1)C(OC=1C=C2CN(C(C2=CC1)=O)C1CCCC1)([2H])[2H] 5-((3-bromophenyl)methoxy-d2)-2-cyclopentylisoindolin-1-one